methyl 5-amino-2-((1R,4r)-4-((R)-4-(tert-butoxycarbonyl)-2-(methoxymethyl)piperazin-1-yl)cyclohexyl)-2H-indazole-6-carboxylate NC1=CC2=CN(N=C2C=C1C(=O)OC)C1CCC(CC1)N1[C@H](CN(CC1)C(=O)OC(C)(C)C)COC